OC1=CC=C(C=C1)C=CC(=O)C1=C(C=CC=C1)NS(=O)(=O)C1=CC=C(C=C1)C N-[2-[3-(4-Hydroxyphenyl)prop-2-enoyl]phenyl]-4-methylbenzenesulfonamide